N-(4-((3-chloro-2-fluorophenyl)amino)-7-(((1R,5S)-3-methyl-3-azabicyclo[3.1.0]hexan-1-yl)ethynyl)quinazolin-6-yl)-4-morpholinobut-2-ynamide ClC=1C(=C(C=CC1)NC1=NC=NC2=CC(=C(C=C12)NC(C#CCN1CCOCC1)=O)C#C[C@@]12CN(C[C@H]2C1)C)F